C(C(=O)[O-])(=O)[O-].[In+3].[Co+2].[Ni+2] nickel cobalt indium oxalate